(S)-6-((2-(5-amino-3,3-difluoropiperidin-1-yl)-1H-benzo[d]imidazol-1-yl)methyl)nicotinonitrile N[C@H]1CC(CN(C1)C1=NC2=C(N1CC1=NC=C(C#N)C=C1)C=CC=C2)(F)F